C(C)(C)C1=C(NC2=CC=C(C=C12)C1=NN2C(CN(CC2)C2CCN(CC2)C(C)C)=N1)C1=C2C(=NC=C1)NN=C2 2-(3-isopropyl-2-(1H-pyrazolo[3,4-b]pyridin-4-yl)-1H-indol-5-yl)-7-(1-isopropylpiperidin-4-yl)-5,6,7,8-tetrahydro-[1,2,4]triazolo[1,5-a]pyrazine